NCC(CC(C(C)N)N)C 1-(3-amino-2-methylpropyl)propane-1,2-diamine